C(#N)C=1C=NC(=NC1)N1CCC(CC1)CC(=O)NOC=CC 1-({2-[1-(5-cyanopyrimidin-2-yl)piperidin-4-yl]Acetylamino}oxy)propaneN